3'-(pyridine-4-yl)resveratrol N1=CC=C(C=C1)C=1C=C(C=CC2=CC(O)=CC(O)=C2)C=CC1O